C(C)OC(=O)C=1C(=NC(=NC1)Cl)N[C@@H]1CC[C@@H](CC1)OC 2-chloro-4-((cis-4-methoxycyclohexyl)amino)pyrimidine-5-carboxylic acid ethyl ester